trifluoroamyl-sulfonate FC(CCCCS(=O)(=O)[O-])(F)F